CC(=CC(C)C)NCCC N-(1,3-dimethyl-butenyl)propylamine